BrC1=CC=C(C=C1)C#CCOC1OCCCC1 2-((3-(4-bromophenyl)prop-2-yn-1-yl)oxy)tetrahydro-2H-pyran